acetoxy-1-allyloxy-3-hydroxypropane C(C)(=O)OC(CCO)OCC=C